(1S,2S)-2-[(5S)-5H-imidazo[4,3-a]isoindol-5-yl]-7-methanesulfonyl-7-azaspiro[3.5]nonan-1-ol C=1N=CN2C1C1=CC=CC=C1[C@@H]2[C@H]2[C@@H](C1(C2)CCN(CC1)S(=O)(=O)C)O